Butoxydibutyl-boron dinormalnonyl-phthalate C(CCCCCCCC)OC(C=1C(C(=O)OCCCCCCCCC)=CC=CC1)=O.C(CCC)OB(CCCC)CCCC